FC(S(=O)(=O)[O-])(F)F.COC(=O)OC1=CC=C(C=C1)[S+](C)C (4-((methoxycarbonyl)oxy)phenyl)dimethylsulfonium trifluoromethanesulfonate